4-(3-(cyclopropylmethyl)-1H-indol-5-yl)piperidine-1-carboxylic acid tert-butyl ester C(C)(C)(C)OC(=O)N1CCC(CC1)C=1C=C2C(=CNC2=CC1)CC1CC1